9-(2-((tert-Butoxycarbonyl)amino)benzo[d]thiazol-4-yl)-10-chloro-8-fluoro-3,4,12,12a-tetrahydro-6H-benzo[f]pyrazino[2,1-c][1,4]oxazepine-2(1H)-carboxylic acid tert-butyl ester C(C)(C)(C)OC(=O)N1CC2COC3=C(CN2CC1)C=C(C(=C3Cl)C3=CC=CC1=C3N=C(S1)NC(=O)OC(C)(C)C)F